3-(1-(4-iodo-1H-pyrazol-1-yl)ethyl)pyridine IC=1C=NN(C1)C(C)C=1C=NC=CC1